2-(5-(tetradecyloxy)furan-2-carbonyloxy)benzoic acid C(CCCCCCCCCCCCC)OC1=CC=C(O1)C(=O)OC1=C(C(=O)O)C=CC=C1